5-acetyl-1-(2-((2-(3-chloro-2-fluorophenylmethylamino)-2-oxoethyl)(cyclopropyl)-amino)-2-oxo-ethyl)-1H-indazole-3-carboxamide C(C)(=O)C=1C=C2C(=NN(C2=CC1)CC(=O)N(C1CC1)CC(=O)NCC1=C(C(=CC=C1)Cl)F)C(=O)N